FC(C1=CC=C(C=C1)N1N=CC2=CC=CC=C12)(F)F 1-(4-trifluoromethylphenyl)-1H-indazole